{3-[(4-methylbenzyl)oxy]benzyl}-N-(4-piperidylmethyl)amine CC1=CC=C(COC=2C=C(CNCC3CCNCC3)C=CC2)C=C1